FC1(CN(C[C@@H](C1)NC1=NC=C(C=N1)C(F)(F)F)C1=NC2=C(N1C)C=CC(=C2)NC(C=C)=O)F (R)-N-(2-(3,3-Difluoro-5-((5-(trifluoromethyl)pyrimidin-2-yl)amino)piperidin-1-yl)-1-methyl-1H-benzo[d]imidazol-5-yl)acrylamide